5-(2-aminopropyl)thiophene-2-carboxylic acid methyl ester COC(=O)C=1SC(=CC1)CC(C)N